6-((1-methyl-3-oxo-5-phenoxyisoindolin-2-yl)methyl)benzo[d]oxazol-2(3H)-one CC1N(C(C2=CC(=CC=C12)OC1=CC=CC=C1)=O)CC1=CC2=C(NC(O2)=O)C=C1